O1COC2=C1C=CC(=C2)C(CC(=O)OCC)=O ethyl 3-(1,3-benzodioxol-5-yl)-3-oxopropanoate